1-(8-bromo-5-chloro-4-((cyclobutylmethyl)amino)-2-(((5-methylisoxazol-3-yl)methyl)sulfinyl)quinolin-3-yl)ethan-1-one BrC=1C=CC(=C2C(=C(C(=NC12)S(=O)CC1=NOC(=C1)C)C(C)=O)NCC1CCC1)Cl